methyl 5-carbamoyloctahydropentalene-2-carboxylate C(N)(=O)C1CC2CC(CC2C1)C(=O)OC